C(C)(C)(C)OCC#CC=1C=C2[C@H](C3(CCNCC3)CC2=CC1)N[S@](=O)C(C)(C)C (R)-N-((S)-5-(3-(tert-butoxy)prop-1-yn-1-yl)-1,3-dihydrospiro[indene-2,4'-piperidin]-3-yl)-2-methylpropane-2-sulfinamide